N1=CN=C2NC=NC2=C1C=1C(=NC=CC1)NC=1C=C(C=CC1C)NC(C1=NC(=C(C=C1)C(F)(F)F)C#N)=O N-(3-((3-(9H-purin-6-yl)pyridin-2-yl)amino)-4-methylphenyl)-6-cyano-5-(trifluoromethyl)picolinamide